(2R,4S)-5,5-dihydroxy-9-{1-[(1H-1,2,4-triazol-3-yl)methyl]azetidin-3-yl}oxy-5-boranuidatricyclo[5.4.0.02,4]undeca-1(11),7,9-triene-8-carboxylic acid disodium salt [Na+].[Na+].O[B-]1([C@H]2C[C@H]2C2=CC=C(C(=C2C1)C(=O)O)OC1CN(C1)CC1=NNC=N1)O.O[B-]1([C@H]2C[C@H]2C2=CC=C(C(=C2C1)C(=O)O)OC1CN(C1)CC1=NNC=N1)O